(+)-α-amino-3-methoxycarbonyl-5-methylisoxazole-4-propionic acid NC(C(=O)O)CC=1C(=NOC1C)C(=O)OC